4-iodotetra-hydro-2H-pyran IC1CCOCC1